FC1=CC=C(OC2=CC=C(CC3(NC(=NC=4N3N=CC4C(C)C)NC4CCOCC4)N)C=C2)C=C1 4-(4-(4-fluorophenoxy)benzyl)-8-isopropyl-N2-(tetrahydro-2H-pyran-4-yl)pyrazolo[1,5-a][1,3,5]triazine-2,4-diamine